BrC=1C=C(C(=NC1)OCCN(C(OC(C)(C)C)=O)C(C)C)[N+](=O)[O-] tert-butyl N-[2-[(5-bromo-3-nitropyridin-2-yl)oxy]ethyl]-N-(propan-2-yl)carbamat